tert-butyl 4-[1-[(4-bromophenyl)methyl]-2-oxo-4-piperidyl]piperazine-1-carboxylate BrC1=CC=C(C=C1)CN1C(CC(CC1)N1CCN(CC1)C(=O)OC(C)(C)C)=O